ClC1=C(CN(S(=O)(=O)C2=C(C(=C(C(=C2F)F)F)F)F)[C@H](C(=O)N(CC2=CC(=CC(=C2)C2CC2)C2CC2)C2=C(C=C(C(=O)O)C=C2)OC2CC2)C)C=CC(=C1)F (S)-4-(2-(N-(2-chloro-4-fluorobenzyl)-(2,3,4,5,6-pentafluorophenyl)sulfonamido)-N-(3,5-dicyclopropylbenzyl)propanamido)-3-cyclopropoxybenzoic acid